ω-enantholactam C1CCCNC(=O)CC1